N1(C=NC=C1)C=1C=C2C(=C(N1)C(=O)NC=1C=NC(=CC1)OCC(F)(F)F)NN=C2 5-(1H-imidazol-1-yl)-N-(6-(2,2,2-trifluoroethoxy)pyridin-3-yl)-1H-pyrazolo[3,4-c]pyridine-7-carboxamide